CS(=O)(=O)C1=NC=2N(C(=N1)NCC=1NC(=CN1)C1=CC=C(C=C1)C(F)(F)F)N=CC2C(F)(F)F 2-(Methylsulfonyl)-8-(trifluoromethyl)-N-({5-[4-(trifluoromethyl)phenyl]-1H-imidazol-2-yl}methyl)pyrazolo[1,5-a][1,3,5]triazin-4-amine